C(C)(C)(C)OC([C@@H](CCC(=O)N[C@@H](CCC(=O)OC(C)(C)C)C(=O)OC)N1CCN(CCN(CCN(CC1)CC(OC(C)(C)C)=O)CC(OC(C)(C)C)=O)CC(=O)OC(C)(C)C)=O 5-(tert-Butyl) 1-methyl ((R)-5-(tert-butoxy)-5-oxo-4-(4,7,10-tris(2-(tert-butoxy)-2-oxoethyl)-1,4,7,10-tetraazacyclododecan-1-yl)pentanoyl)-L-glutamate